N,N-diethylpyridazine-3-carboxamide C(C)N(C(=O)C=1N=NC=CC1)CC